(2S)-2-[[3-[5-(1-aminobutylamino)-5-oxopentyl]-5-chloro-8-hydroxy-1-oxo-3,4-dihydroisochromene-7-carbonyl]amino]-3-(3-prop-2-ylphenyl)propionic acid NC(CCC)NC(CCCCC1OC(C2=C(C(=CC(=C2C1)Cl)C(=O)N[C@H](C(=O)O)CC1=CC(=CC=C1)C(C)C)O)=O)=O